(S)-1-benzylazepan C(C1=CC=CC=C1)N1CCCCCC1